N(=[N+]=[N-])C[C@@H](C)[C@H]1CC[C@H]2[C@@H]3[C@H]4[C@@H](C5=CC(CC[C@]5(C)[C@H]3CC[C@]12C)=O)O4 (6α,7α,20S)-6,7-epoxy-20-azidomethyl-pregn-4-en-3-one